tert-Butyl 4-(6-chloro-2-(2-((2,4-dimethoxybenzyl)amino)ethyl)-8-fluoro-7-(2-fluoro-6-methoxyphenyl)quinazolin-4-yl)piperazine-1-carboxylate ClC=1C=C2C(=NC(=NC2=C(C1C1=C(C=CC=C1OC)F)F)CCNCC1=C(C=C(C=C1)OC)OC)N1CCN(CC1)C(=O)OC(C)(C)C